2-((3-bromo-1-methyl-1H-pyrazol-4-yl)methyl)-N-methylimidazo[1,2-a]pyrazine-6-carboxamide BrC1=NN(C=C1CC=1N=C2N(C=C(N=C2)C(=O)NC)C1)C